rac-(3R)-5-[6-fluoro-5-[[6-methyl-4-(methylamino)-2-pyridyl]amino]-2,3-dihydrofuro[3,2-b]pyridin-7-yl]-2,3,4,7-tetrahydro-1H-azepin-3-ol FC=1C(=C2C(=NC1NC1=NC(=CC(=C1)NC)C)CCO2)C=2C[C@H](CNCC2)O |r|